ClC1=NN2C(C=CC=C2)=N1 2-chloro-[1,2,4]triazolo[1,5-a]pyridine